NC1=C(SC2=NC(=CC=C21)C)C(=O)NC2CC=1C=C(C(=NC1CC2)N2CC1(C(C2)N)COCCC1)F 3-amino-N-(2-{4-amino-7-oxa-2-azaspiro[4.5]decan-2-yl}-3-fluoro-5,6,7,8-tetrahydroquinolin-6-yl)-6-methylthieno[2,3-b]pyridine-2-carboxamide